(1S,3S)-3-((6-bromo-4-(((2S,6R)-2,6-dimethylmorpholino)methyl)pyridin-2-yl)amino)cyclopentane-1-ol BrC1=CC(=CC(=N1)N[C@@H]1C[C@H](CC1)O)CN1C[C@@H](O[C@@H](C1)C)C